CC1=NN(C=C1)CC(C)C=1C=C(C=CC1)NC(C1=NC(=CC=C1)C(F)(F)F)=O N-(3-(1-(3-methyl-1H-pyrazol-1-yl)propan-2-yl)phenyl)-6-(trifluoromethyl)picolinamide